N-(5-(5-(4,4-difluoropiperidine-1-carbonyl)-1H-pyrrolo[2,3-b]pyridin-1-yl)pyridin-3-yl)cyclopropanesulfonamide FC1(CCN(CC1)C(=O)C=1C=C2C(=NC1)N(C=C2)C=2C=C(C=NC2)NS(=O)(=O)C2CC2)F